3-[(2-methylpropane-2-sulfinyl)amino]-3-[3-(trifluoromethyl)-phenyl]butyl 2,2-dimethylpropanoate CC(C(=O)OCCC(C)(C1=CC(=CC=C1)C(F)(F)F)NS(=O)C(C)(C)C)(C)C